CC=1C=C2C(C=C(OC2=C(C1)C(C)NC1=C(C(=O)O)C=CC=C1)C1CCN(CC1)C(C(F)(F)F)C)=O 2-((1-(6-methyl-4-oxo-2-(1-(1,1,1-trifluoropropan-2-yl)piperidin-4-yl)-4H-chromen-8-yl)ethyl)amino)benzoic acid